1-cyclobutyl-4-(3,3-difluoroazetidin-1-yl)-3-methyl-N-(1-(3,4,5-trimethoxyphenyl)-1H-imidazol-4-yl)-1H-pyrazolo[3,4-d]pyrimidin-6-amine C1(CCC1)N1N=C(C=2C1=NC(=NC2N2CC(C2)(F)F)NC=2N=CN(C2)C2=CC(=C(C(=C2)OC)OC)OC)C